7-chlorobenzo[b]thiophene-2-carboxylic acid ClC1=CC=CC2=C1SC(=C2)C(=O)O